isoquinolin-2-ol C1N(C=CC2=CC=CC=C12)O